C(#N)/C(/C(=O)NC1=CC=C(C=C1)S(=O)(=N)C)=C(\C=1C=NOC1C)/O (Z)-2-Cyano-3-hydroxy-3-(5-methylisoxazol-4-yl)-N-(4-(S-methylsulfonimidoyl)phenyl)acrylamide